2-methylpyrimidine-5-carbohydrazide CC1=NC=C(C=N1)C(=O)NN